6-Amino-2-chloropyrimidine-4-carbonitrile NC1=CC(=NC(=N1)Cl)C#N